S=C1NC2=C(C=3N1N=C(C3)CNC(C3=C(C=CC=C3)OC(F)(F)F)=O)C=CC=N2 N-((5-thioxo-5,6-dihydropyrazolo[1,5-c]pyrido[3,2-e]pyrimidin-2-yl)methyl)-2-(trifluoromethoxy)benzamide